1,1,2-trifluoroethyl 1,1,2,2,2-pentafluoroEthyl ether FC(C(F)(F)F)(F)OC(CF)(F)F